Hexanol-HCl Cl.C(CCCCC)O